sodium potassium 2-(hept-2-yl)-2-methylmalonate CC(CCCCC)C(C(=O)[O-])(C(=O)[O-])C.[K+].[Na+]